CC1(OC[C@@H](O1)COC1=CC=C(C=C1)C#C[Si](C)(C)C)C (S)-((4-((2,2-dimethyl-1,3-dioxolan-4-yl)methoxy)phenyl)ethynyl)trimethylsilane